C(C)(=O)C=1C=NC(=NC1)OCCCC(=O)O 4-((5-acetylpyrimidin-2-yl)oxy)butanoic acid